2-(pyrimidin-4-yl)-N-(m-tolyl)imidazo[1,2-a]pyrazin-3-amine N1=CN=C(C=C1)C=1N=C2N(C=CN=C2)C1NC=1C=C(C=CC1)C